(1S,4R,5S)-4-((5-chloropyridin-2-yl)methyl)-2-(3-(pyridazin-4-yl)-1H-pyrazol-5-yl)-2-azabicyclo[3.1.0]hexan-3-one ClC=1C=CC(=NC1)C[C@H]1C(N([C@H]2C[C@@H]12)C1=CC(=NN1)C1=CN=NC=C1)=O